tert-butyl (7S)-7-(((tert-butyldimethylsilyl)oxy)methyl)-1-oxa-6-azaspiro[3.4]octane-6-carboxylate [Si](C)(C)(C(C)(C)C)OC[C@H]1N(CC2(CCO2)C1)C(=O)OC(C)(C)C